(2R,3S,4R)-2-{2-[(4-hydroxybutyl)amino]ethyl}-3,4-pyrrolidindiol OCCCCNCC[C@H]1NC[C@H]([C@H]1O)O